Methyl 4-(3-(5-hydroxypyrimidin-2-yl)thioureido)thiazole-5-carboxylate OC=1C=NC(=NC1)NC(NC=1N=CSC1C(=O)OC)=S